[4-(11-acetamidoundecoxy)phenyl]methyl methanesulfonate CS(=O)(=O)OCC1=CC=C(C=C1)OCCCCCCCCCCCNC(C)=O